[S].[Sn].[Zn].[Ag].[Cu] copper silver zinc tin sulfur